(trans)-5-hydroxy-2-(3-hydroxy-4-methoxyphenyl)-3,7-dimethoxychroman-4-one OC1=C2C([C@H]([C@@H](OC2=CC(=C1)OC)C1=CC(=C(C=C1)OC)O)OC)=O